nonadecanoyl-2-hydroxysn-glycero-3-phosphocholine C(CCCCCCCCCCCCCCCCCC)(=O)C(OP(OC[C@@H](CO)OO)(=O)[O-])C[N+](C)(C)C